ClC1=CNC2=CC(=CC=C12)C(=O)NC 3-chloro-N-methyl-1H-indole-6-carboxamide